3-((2-ethylhexyl)oxy)propane C(C)C(COCCC)CCCC